C(C1=CC=CC=C1)OC(=O)N[C@H](CN1CC2=CC=C(C=C2CC1)C(=O)O)CCC(=O)OC(C)(C)C (S)-2-(2-(((benzyloxy)carbonyl)amino)-5-(tert-butoxy)-5-oxopentyl)-1,2,3,4-tetrahydroisoquinoline-6-carboxylic acid